methyl 4-{2-methyl-3-oxo-[1,2,4]triazolo[4,3-a]pyridin-7-yl}-2H,3H-pyrido[3,2-b][1,4]oxazine-7-carboxylate CN1N=C2N(C=CC(=C2)N2C3=C(OCC2)C=C(C=N3)C(=O)OC)C1=O